3-(4-thienyl)-alanine S1C=CC(=C1)C[C@H](N)C(=O)O